The molecule is a purine ribonucleoside 5'-monophosphate that is adenosine 5'-monophosphate substituted on N-6 by geminal methyl groups. It derives from an adenosine 5'-monophosphate. CN(C)C1=NC=NC2=C1N=CN2[C@H]3[C@@H]([C@@H]([C@H](O3)COP(=O)(O)O)O)O